tert-butyl 2,6-diazaspiro[3.5]nonane-6-carboxylate hydrochloride Cl.C1NCC12CN(CCC2)C(=O)OC(C)(C)C